phosphinylphenyl-dimethylphosphine oxide [PH2](=O)CP(C)(C1=CC=CC=C1)=O